BrC1=C(C=C(C(=C1)[N+](=O)[O-])OC)N1CCN(CC1)C[C@@H]1CN(CC1)C(=O)OC(C)(C)C tert-butyl (R)-3-((4-(2-bromo-5-methoxy-4-nitrophenyl)piperazin-1-yl)methyl)pyrrolidine-1-Carboxylate